C1(CC1)CN1C[C@H]([C@@H](CC1)N1N=CC(=C1)C1(NC=C(C(=N1)NC)F)N)F 2-(1-((trans)-1-(cyclopropylmethyl)-3-fluoropiperidin-4-yl)-1H-pyrazol-4-yl)-5-fluoro-N4-methylpyrimidine-2,4-diamine